N=1C=CN2C1N=CC(=C2)C=2C=CN1N=C(N=CC12)C1(CC(C1)N)N 1-(5-(imidazo[1,2-a]pyrimidin-6-yl)pyrrolo[2,1-f][1,2,4]triazin-2-yl)cyclobutane-1,3-diamine